4-benzyloxy-2-chloro-6-methyl-3-(1H-pyrazol-5-yl)pyridine C(C1=CC=CC=C1)OC1=C(C(=NC(=C1)C)Cl)C1=CC=NN1